BrC1=C2CCO[C@H](C2=CC=C1)CNC(OC(C)(C)C)=O (R)-tert-butyl ((5-bromoisochroman-1-yl)methyl)carbamate